CN1C(COCC1)=O N-methyl-morpholinone